4-methyl-5-methylene-1,3-dioxole CC1OCOC1=C